ClC1=C(C(=CC=C1Cl)O)C(CC(=O)NC1CN(CC1)C(=O)OC(C)(C)C)CCO tert-butyl 3-[3-(2,3-dichloro-6-hydroxyphenyl)-5-hydroxypentanamido]pyrrolidine-1-carboxylate